C(C)N1C(NC(=CC1=O)N(S(=O)(=O)C1=CC=CC=C1)C)=O N-(1-ethyl-2,6-dioxo-1,2,3,6-tetrahydropyrimidin-4-yl)-N-methylbenzenesulfonamide